C(C1=CC=CC=C1)OC(=O)NCCC1=CC=C(C=C1)N1CCN(CC1)C(=O)OC(C)(C)C tert-Butyl 4-(4-(2-(((benzyloxy)carbonyl)amino)ethyl)phenyl)piperazine-1-carboxylate